C(#N)NC(NC1=C2C=CC=NC2=CC=C1)=NC(C(C)(C)C)NC(CC1=CC(=C(C=C1)OC)OC)=O N-[1-[[(cyanoamino)(5-quinolinylamino)methylene]amino]-2,2-dimethylpropyl]-3,4-dimethoxyphenylacetamide